CN1C(N(C2=C1C(=CC=C2)N2CCC(CC2)N(CC2CCNCC2)C)C2C(NC(CC2)=O)=O)=O 3-[3-Methyl-4-[4-[methyl(4-piperidylmethyl)amino]-1-piperidyl]-2-oxo-benzimidazol-1-yl]piperidine-2,6-dione